ClC1=C(C=CC(=C1)OCCN1CCNCC1)C=1N(C2=NC=NC(=C2N1)OC1(CC1)C)[C@H](C)C1=NC=CC(=C1)Cl |r| Racemic-8-(2-chloro-4-(2-(piperazin-1-yl)ethoxy)phenyl)-9-(1-(4-chloropyridin-2-yl)ethyl)-6-(1-methylcyclopropoxy)-9H-purine